2-amino-4-((2S,6R)-2,6-dimethylmorpholino)benzoic acid NC1=C(C(=O)O)C=CC(=C1)N1C[C@@H](O[C@@H](C1)C)C